3-(1-methyl-7-(4-((S)-1-(((1r,4s)-4-(2-methyl-3-(4,4,5,5-tetramethyl-1,3,2-dioxaborolan-2-yl)phenoxy)cyclohexyl)oxy)propan-2-yl)piperazin-1-yl)-1H-indazol-3-yl)piperidine-2,6-dione CN1N=C(C2=CC=CC(=C12)N1CCN(CC1)[C@H](COC1CCC(CC1)OC1=C(C(=CC=C1)B1OC(C(O1)(C)C)(C)C)C)C)C1C(NC(CC1)=O)=O